5-(but-1-yn-1-yl)-7-((3aR,4R,6R,6aS)-6-(((tert-butyldiphenylsilyl)oxy)methyl)-2,2-dimethyltetrahydrothieno[3,4-d][1,3]dioxol-4-yl)-7H-pyrrolo[2,3-d]pyrimidin-4-amine C(#CCC)C1=CN(C=2N=CN=C(C21)N)[C@@H]2S[C@@H]([C@H]1OC(O[C@H]12)(C)C)CO[Si](C1=CC=CC=C1)(C1=CC=CC=C1)C(C)(C)C